2-(3-carboxypropanoyl)-6-methoxythieno[3,2-b]pyridin C(=O)(O)CCC(=O)C1=CC2=NC=C(C=C2S1)OC